3-hydroxy-3-methyl-1-(5-((3-oxoisobenzofuran-1(3H)-ylidene)methyl)pyridin-3-yl)indolin-2-one OC1(C(N(C2=CC=CC=C12)C=1C=NC=C(C1)C=C1OC(C2=CC=CC=C12)=O)=O)C